bis[3,5-difluoro-2-(5-fluoro-2-pyridyl)phenyl]iridium hexafluorophosphate F[P-](F)(F)(F)(F)F.FC=1C(=C(C=C(C1)F)[Ir+]C1=C(C(=CC(=C1)F)F)C1=NC=C(C=C1)F)C1=NC=C(C=C1)F